C(C)(C)(C)C1=CC=C(C=C1)C(C=O)(C)C (4-tert-butylphenyl)-2-methylpropionaldehyde